C(C1=CC=CC=C1)C=1C=NC(=NC1)C#CC=1C=NN2C1C=CC(=C2)C=2C=NN(C2)C 3-((5-benzylpyrimidin-2-yl)ethynyl)-6-(1-methyl-1H-pyrazol-4-yl)pyrazolo[1,5-a]pyridine